COC1=C(C=CC=C1C1=NN(C=N1)C)NC1=C(C=NC=2NC(OCC21)=C=O)C(=O)NC 5-((2-methoxy-3-(1-methyl-1H-1,2,4-triazol-3-yl)phenyl)amino)-N-methyl-2-carbonyl-1,4-dihydro-2H-pyrido[2,3-d][1,3]oxazine-6-carboxamide